1-(morpholin-4-yl)prop-2-en-1-on N1(CCOCC1)C(C=C)=O